[Cl-].BrC=1C(=CC=2C(CCC(C2C1)(C)C)(C)C)[N+]1=CN(C2=C1C=CC=C2)C2=CC(=CC=C2)OC2=CC=1N(C3=CC=CC=C3C1C=C2)C2=NC=CC(=C2)C(C)(C)C 3-(3-Bromo-5,5,8,8-tetramethyl-5,6,7,8-tetrahydronaphthalen-2-yl)-1-(3-((9-(4-(tert-butyl)pyridin-2-yl)-9H-carbazol-2-yl)oxy)phenyl)-1H-benzo[d]imidazol-3-ium chloride